CC(C)CCCC\C=C/CCCCCCCCCC CIS-2-METHYL-7-OCTADECENE